[(2S,3R,4S,5R,6S)-4,5-diacetoxy-6-aminooxy-2-(fluoromethyl)tetrahydropyran-3-yl]acetate C(C)(=O)O[C@H]1[C@H]([C@H](O[C@H]([C@@H]1OC(C)=O)ON)CF)CC(=O)[O-]